rac-(2S,3R,4R)-1-acetyl-N-(2-cyanoethyl)-2,3-dimethyl-4-((6-methylpyridin-2-yl)amino)-1,2,3,4-tetrahydroquinoline-6-carboxamide C(C)(=O)N1[C@H]([C@@H]([C@H](C2=CC(=CC=C12)C(=O)NCCC#N)NC1=NC(=CC=C1)C)C)C |r|